C(C)(C)(C)OC(=O)N1C(CNCC1)C1=C(C=CC=C1)NC=1C(C2=C(C=CC=C2C(C1)=O)S(NC)(=O)=O)=O 2-(((8-(N-methylsulfamoyl)-1,4-dioxo-1,4-dihydronaphthalen-2-yl)amino)phenyl)piperazine-1-carboxylic acid tert-butyl ester